OC1=CC=C(CCN2C[C@H]3N(C([C@@H](N(C3)CCCC(C)C)CC(C)C)=O)[C@H](C2=O)CC(C)C)C=C1 (3S,6S,9aS)-8-(4-hydroxyphenethyl)-3,6-diisobutyl-2-(4-methylpentyl)hexahydro-4H-pyrazino[1,2-a]pyrazine-4,7(6H)-dione